1-methyl-3-[2-(4-methyl-2-phenyl-1,3-dioxan-4-yl)ethyl]-5-nitro-benzimidazol-2-one CN1C(N(C2=C1C=CC(=C2)[N+](=O)[O-])CCC2(OC(OCC2)C2=CC=CC=C2)C)=O